N-pentanoyl-L-valine C(CCCC)(=O)N[C@@H](C(C)C)C(=O)O